2-Chloro-5-(2,3-dihydro-benzo[1,4]dioxin-5-yl)-pyrazine ClC1=NC=C(N=C1)C1=CC=CC=2OCCOC21